6-trifluoromethyl-pyridin-2-yl-1,3,5-triazine FC(C1=CC=CC(=N1)C1=NC=NC=N1)(F)F